tert-butyl N-ethyl-N-{[1-(6-methoxypyridin-3-yl)-1H-1,2,4-triazol-5-yl]methyl}carbamate C(C)N(C(OC(C)(C)C)=O)CC1=NC=NN1C=1C=NC(=CC1)OC